COC(CNC(=O)C1=CC=CC2=CC=CC=C12)=O naphthoyl-glycine methyl ester